1-[3-hydroxy-3-(3-pyridyl)-1-piperidyl]-2-[6-(trifluoromethyl)-3-pyridyl]ethanone OC1(CN(CCC1)C(CC=1C=NC(=CC1)C(F)(F)F)=O)C=1C=NC=CC1